S1C(=NC2=C1C=CC=C2)N[C@H](C(=O)O)CCN(CCCCC2=NC=1NCCCC1C=C2)CCOC=2C=NC(=CC2)C (S)-2-(benzo[d]thiazol-2-ylamino)-4-((2-((6-methylpyridin-3-yl)oxy)ethyl)(4-(5,6,7,8-tetrahydro-1,8-naphthyridin-2-yl)butyl)amino)butanoic acid